(12S)-12-methyl-9,13-dioxa-4,5,18,19,22-pentaazatetracyclo[12.5.2.12,5.017,20]docosa-1(19),2(22),3,14(21),15,17(20)-hexaene C[C@H]1CCOCCCN2N=CC(C3=NNC=4C=CC(O1)=CC34)=N2